5-(4-hydroxyisoxazolidine-2-carbonyl)-1-ethyl-3-methyl-6-(naphthalen-1-ylmethyl)-1,6-dihydro-2H-pyrrolo[3,4-d]Pyrimidine OC1CN(OC1)C(=O)C=1N(C=C2N(CN(CC21)C)CC)CC2=CC=CC1=CC=CC=C21